C(C)NS(=O)(=O)C1=C2C=CC=C(C2=CC=C1)NC([C@H](CC1=CC=CC=C1)NC(=O)C1CCCCC1)=O (S)-N-(1-(5-(N-ethylsulfamoyl)naphthalen-1-ylamino)-1-oxo-3-phenylpropan-2-yl)cyclohexanecarboxamide